COC(C1CCN(CC1)C1=CC(=C(C=C1)C1C(NC(CC1)=O)=O)C)OC 3-(4-(4-(dimethoxymethyl)piperidin-1-yl)-2-methylphenyl)piperidine-2,6-dione